ClC1N(C(C2=C1C=NC=C2NC2=NC=C(C=C2)N2CCN(CC2)C)=O)CC2=CC(=C(C=C2)C)C chloro-2-(3,4-dimethylbenzyl)-7-((5-(4-methylpiperazin-1-yl)pyridin-2-yl)amino)-2,3-dihydro-1H-pyrrolo[3,4-c]pyridin-1-one